C1CCC2=C(C=3CCCC3C=C12)NC(=O)NS(=O)(=O)C1=CN=C(S1)C N-((1,2,3,5,6,7-hexahydro-s-indacen-4-yl)carbamoyl)-2-methylthiazole-5-sulfonamide